Methyl (S)-3'-((3,5-dimethylbenzyl)amino)-4'-oxo-6',7'-dihydro-4'H-spiro[cyclopropane-1,8'-pyrrolo[1,2-a]pyrazine]-6'-carboxylate CC=1C=C(CNC2=NC=C3N(C2=O)[C@@H](CC32CC2)C(=O)OC)C=C(C1)C